7-Chloro-4,4-difluoro-5-hydroxy-5-(hydroxymethyl)-2,3,4,5-tetrahydro-1H-1-benzoazepine-1-carboxylic acid tert-butyl ester C(C)(C)(C)OC(=O)N1CCC(C(C2=C1C=CC(=C2)Cl)(CO)O)(F)F